4-{(S)-2-(4,5-dimethylthiazol-2-yl)-2-[(S)-2-(methoxycarbonylamino)-3-phenylpropionylamino]ethyl}phenylaminosulfonic acid CC=1N=C(SC1C)[C@H](CC1=CC=C(C=C1)NS(=O)(=O)O)NC([C@H](CC1=CC=CC=C1)NC(=O)OC)=O